N-[6-(5-chloro-1,3-benzothiazol-2-yl)spiro[3.3]heptan-2-yl]-2-(cyclopropylmethylsulfonyl)pyridine-4-carboxamide benzyl-N-[3-(tert-butoxycarbonylamino)propyl]-N-methyl-carbamate C(C1=CC=CC=C1)OC(N(C)CCCNC(=O)OC(C)(C)C)=O.ClC=1C=CC2=C(N=C(S2)C2CC3(CC(C3)NC(=O)C3=CC(=NC=C3)S(=O)(=O)CC3CC3)C2)C1